N1(N=CC=C1)CCC(=O)N1CC(=CCC1)C1=CC(=C2C=C(NC2=C1F)C(=O)O)C=1C=NC=CC1OCC 6-(1-(3-(1H-pyrazol-1-yl)propanoyl)-1,2,5,6-tetrahydropyridin-3-yl)-4-(4-ethoxypyridin-3-yl)-7-fluoro-1H-indole-2-carboxylic acid